C(#N)C1=CC=C(OC(C(=O)NC=2SC3=C(N2)C=CC(=C3)N3CCN(CC3)C)C3=CC=C(C=C3)S(=O)(=O)CC)C=C1 2-(4-cyanophenoxy)-2-[4-(ethylsulfonyl)phenyl]-N-[6-(4-methylpiperazinyl)benzothiazol-2-yl]acetamide